ClC1=NC(=CC=C1O[C@@H]1C[C@H](CCC1)C(=O)O)C=1C=NN(C1COC(N(C)C1CCCC1)=O)C |r| (+/-)-(1S,3S)-3-((2-chloro-6-(5-(((cyclopentyl(methyl)carbamoyl)oxy)methyl)-1-methyl-1H-pyrazol-4-yl)pyridin-3-yl)oxy)cyclohexane-1-carboxylic acid